S(=O)(=O)([O-])[O-].C[N+](CCCOC(C=C)=O)(C)C.C[N+](CCCOC(C=C)=O)(C)C N,N,N-trimethyl-3-[(1-oxo-2-propen-1-yl)oxy]-1-propanaminium sulfate